COC1=CC(=CC2=C1O[C@@H]([C@H]2C(=O)NCCCCN=C(N)N)C3=CC=C(C=C3)O)/C=C/C(=O)NCCCCN=C(N)N The molecule is a member of the class of benzofurans that is a heterodimer of feruloylagmatine and para-coumarylagmatine where the former's hydroxy group has reacted across the latter's ethene double bond resulting in oxidative coupling to form a furan ring. It has a role as a metabolite. It is a member of guanidines, a member of benzofurans, a dicarboxylic acid diamide, a member of phenols and an aromatic ether. It derives from a feruloylagmatine and a p-coumaroylagmatine.